CC1=CC=CC(=N1)C1=C(N=NN1)C1=NC2=CC(=CN=C2C=C1)C=1C=NNC1 2-[5-(6-methyl-2-pyridyl)-1H-triazol-4-yl]-7-(1H-pyrazol-4-yl)-1,5-naphthyridine